N1(CCCCC1)[C@H]1[C@@H](CCCC1)O trans-2-piperidinocyclohexan-1-ol